8-ethenyl-2-methyl-1,2-dihydro-2,7-naphthyridin-1-one C(=C)C=1N=CC=C2C=CN(C(C12)=O)C